ClC1=NC(=C2N=CN(C2=N1)CC1=C(C#N)C=CC=C1)N(C)CC1=C(C=C(C=C1)OC)OC 2-((2-chloro-6-((2,4-dimethoxybenzyl)(methyl)amino)-9H-purin-9-yl)methyl)benzonitrile